methyl (2R,4R)-4-[[(5S)-3-(3,5-difluorophenyl)-5-vinyl-4H-isoxazole-5-carbonyl]-amino]tetrahydrofuran-2-carboxylate FC=1C=C(C=C(C1)F)C1=NO[C@](C1)(C(=O)N[C@@H]1C[C@@H](OC1)C(=O)OC)C=C